NC=1C2=C(N=CN1)N(C(=C2C2=NC=C(C=N2)C#N)Br)C (4-amino-6-bromo-7-methyl-7H-pyrrolo[2,3-d]pyrimidin-5-yl)pyrimidine-5-carbonitrile